(R)-2-((1-(benzyloxy)propan-2-yl)oxy)-3-fluoro-4-iodopyridine C(C1=CC=CC=C1)OC[C@@H](C)OC1=NC=CC(=C1F)I